2-amino-1-oxo-1-(2-sulfamoylhydrazino)ethane hydrochloride Cl.NCC(NNS(N)(=O)=O)=O